ClC1=C(C#N)C=CC(=C1)N1CC2(CC1C)CCN(CC2)C(C2=CC=C(C=C2)N2CCN(CC2)C2CCN(CC2)C=2C=C1C(N(C(C1=CC2)=O)C2C(NC(CC2)=O)=O)=O)=O 2-chloro-4-(8-(4-(4-(1-(2-(2,6-dioxopiperidin-3-yl)-1,3-dioxoisoindolin-5-yl)piperidin-4-yl)piperazin-1-yl)benzoyl)-3-methyl-2,8-diazaspiro[4.5]decan-2-yl)benzonitrile